3-(3-bromophenyl)-1,1-dioxo-thietan-3-ol BrC=1C=C(C=CC1)C1(CS(C1)(=O)=O)O